[Li].C1(C=CC(N1C(CON1C(CCC1=O)=O)C)=O)=O N-[β-Maleimidopropyloxy]succinimide Lithium